2-(2-acryloyl-2,6-diazaspiro[3.4]octan-6-yl)-7,7-dimethyl-4-(5-methyl-1H-indazol-4-yl)-6,7-dihydro-5H-cyclopenta[b]pyridine-3-carbonitrile C(C=C)(=O)N1CC2(C1)CN(CC2)C2=C(C(=C1C(=N2)C(CC1)(C)C)C1=C2C=NNC2=CC=C1C)C#N